C(CC)C=1C(=C(C=CC1)NC(=O)N)CCC 1-(dipropylphenyl)urea